ClC=1C=C(C(=NC1)OC)S(=O)(=O)NC1=CC(=C(C=C1)F)C1=NC=2C=NC(=NC2N(C1=O)C)N[C@H]1COCC1 (R)-5-Chloro-N-(4-fluoro-3-(8-methyl-7-oxo-2-((tetrahydrofuran-3-yl)amino)-7,8-dihydropteridin-6-yl)phenyl)-2-methoxypyridine-3-sulfonamide